FC=1C=C(C=C(C1)C(=C)C)C1CC2(CN(C2)C(=O)OC(C)(C)C)CC1 tert-Butyl 6-(3-fluoro-5-(prop-1-en-2-yl)phenyl)-2-azaspiro[3.4]octane-2-carboxylate